N-(3-((3-aminopropyl)(cyclohexylmethyl)amino)propyl)piperidine-1-sulfonamide NCCCN(CCCNS(=O)(=O)N1CCCCC1)CC1CCCCC1